butyl (2-((2-(2,6-dioxopiperidin-3-yl)-3-oxoisoindolin-5-yl)amino)ethyl)carbamate O=C1NC(CCC1N1CC2=CC=C(C=C2C1=O)NCCNC(OCCCC)=O)=O